C1(=CC=CC=C1)[C@@H](C)NCC(C)O (((R)-1-phenylethyl)amino)propan-2-ol